C(C)(C)C=1N=CC(=NC1)C=1C(=C(C=CC1)NC(OC(C)(C)C)=O)OC tert-butyl (3-(5-isopropylpyrazin-2-yl)-2-methoxyphenyl)carbamate